6-methyl-pyrido[1,2-a]pyrimidin-4-one CC1=CC=CC=2N1C(C=CN2)=O